NC1=NC2=CC(=CC(=C2C=C1Cl)F)CCC=1[C@]([C@H]([C@@H](C1)N1C=CC2=C1N=CN=C2N)O)(O)CC (1S,2R,5R)-3-(2-(2-amino-3-chloro-5-fluoroquinolin-7-yl)ethyl)-5-(4-amino-7H-pyrrolo[2,3-d]pyrimidin-7-yl)-2-ethylcyclopent-3-ene-1,2-diol